FS(C1=CC=C(NC2CCC(CC2)S(=O)(=O)C2=CC=C(C=C2)B2OC(C(O2)(C)C)(C)C)C=C1)(F)(F)(F)F 4-(pentafluoro-λ6-sulfanyl)-N-{4-[4-(4,4,5,5-tetramethyl-1,3,2-dioxaborolan-2-yl)benzenesulfonyl]cyclohexyl}aniline